2-(4,4,5,5-tetramethyl-1,3,2-dioxaborolan-2-yl)-1,5,6,7-tetrahydro-4H-pyrrolo[3,2-c]pyridin-4-one CC1(OB(OC1(C)C)C1=CC=2C(NCCC2N1)=O)C